(S)-2-amino-3-(4-(4-((R)-1-(4-chloro-2-(5,6-dihydro-2H-pyran-3-yl)phenyl)-2,2,2-trifluoroethoxy)thieno[3,2-d]pyrimidin-7-yl)phenyl)propanoic acid N[C@H](C(=O)O)CC1=CC=C(C=C1)C1=CSC2=C1N=CN=C2O[C@@H](C(F)(F)F)C2=C(C=C(C=C2)Cl)C=2COCCC2